6-fluoro-4-((1S,4s)-4-((R)-1-(5-p-tolyl-4H-1,2,4-triazol-3-yl)ethyl)cyclohexyl)quinoline FC=1C=C2C(=CC=NC2=CC1)C1CCC(CC1)[C@H](C)C1=NN=C(N1)C1=CC=C(C=C1)C